C(C)OC(=O)C1=NN(C(=C1CCNCC(F)F)Cl)CC1=C(C(=CC=C1F)F)F 5-chloro-4-(2-((2,2-difluoroethyl)amino)ethyl)-1-(2,3,6-trifluorobenzyl)-1H-pyrazole-3-carboxylic acid ethyl ester